4,5-dihydro-1,3-oxazole-5-carboxylate O1C=NCC1C(=O)[O-]